ethyl 4-(3-methoxyphenyl)thiazole-2-carboxylate COC=1C=C(C=CC1)C=1N=C(SC1)C(=O)OCC